3-[(3,4-dihydro-2H-pyrrol-5-yl)amino]-propanoic acid N=1CCCC1NCCC(=O)O